COCC(C(=O)O)OC1=CC=C2C(=CC(OC2=C1)=O)C1=C(C=CC=C1)C 3-methoxy-2-((2-oxo-4-(o-tolyl)-2H-chromen-7-yl)oxy)propanoic acid